5-(3-(3-(2,2-difluorocyclopropyl)-1-(2,2-difluoroethyl)-1H-pyrazol-5-yl)-2-fluoro-6-hydroxyphenyl)-1,2,5-thiadiazolidin-3-one 1,1-dioxide FC1(C(C1)C1=NN(C(=C1)C=1C(=C(C(=CC1)O)N1CC(NS1(=O)=O)=O)F)CC(F)F)F